C(C)C1=C(C=CC(=C1)C1CCNCC1)NC1=NC=C(C(=N1)C1=CC2=C(C(N(CCS2(=O)=O)C2COC2)=O)S1)C(F)(F)F 7-(2-((2-Ethyl-4-(piperidin-4-yl)phenyl)amino)-5-(trifluoromethyl)pyrimidin-4-yl)-4-(oxetan-3-yl)-3,4-dihydrothieno[2,3-f][1,4]thiazepin-5(2H)-one 1,1-dioxide